1-(2,2-difluoroethyl)-6-(2-(2-ethyl-6-(trifluoromethyl)pyrimidin-4-yl)-2,6-diazaspiro[3.4]octan-6-yl)-1H-pyrazolo[3,4-b]pyrazine FC(CN1N=CC=2C1=NC(=CN2)N2CC1(CN(C1)C1=NC(=NC(=C1)C(F)(F)F)CC)CC2)F